tert-butyl 3-(2-((tert-butyldimethylsilyl) oxy) ethyl)-1-oxo-2-oxa-8-azaspiro[4.5]decane-8-carboxylate [Si](C)(C)(C(C)(C)C)OCCC1OC(C2(C1)CCN(CC2)C(=O)OC(C)(C)C)=O